COC(=O)C1(CC(C(C1)F)F)NC(=O)OC(C)(C)C (Boc)amino-3,4-difluorocyclopentane-1-carboxylic acid methyl ester